FC1=C(C(=CC(=C1)N[C@@H]1CN(CC1)CCCF)F)[C@H]1N([C@@H](CC2=CC(=CC=C12)C(=O)OC)C)CC(C)(F)F methyl (1S,3r)-1-(2,6-difluoro-4-(((S)-1-(3-fluoropropyl) pyrrolidin-3-yl) amino) phenyl)-2-(2,2-difluoropropyl)-3-methyl-1,2,3,4-tetrahydroisoquinoline-6-carboxylate